NC=1C=C(C(=O)N2CCC(CC2)(O)CCCCN/C(=N\C#N)/NC=2C=NC=CC2)C=CC1 (E)-1-(4-(1-(3-aminobenzoyl)-4-hydroxypiperidin-4-yl)butyl)-2-cyano-3-(pyridin-3-yl)guanidine